NC1=C(C(=NN1C(C(F)(F)F)C)C1=CC=C(C=C1)CNC(C1=C(C=CC(=C1)F)OC)=O)C(=O)N 5-amino-3-(4-((5-fluoro-2-methoxybenzamido)methyl)phenyl)-1-(1,1,1-trifluoropropan-2-yl)-1H-pyrazole-4-carboxamide